C(C(C)C)=O Iso-Butanal